(6S)-N'-((1,2,3,5,6,7-hexahydro-s-indacen-4-yl)carbamoyl)-6-((2-methoxyethyl)amino)-6,7-dihydro-5H-pyrazolo[5,1-b][1,3]oxazine-3-sulfonimidamide C1CCC2=C(C=3CCCC3C=C12)NC(=O)N=S(=O)(N)C=1C=NN2C1OC[C@H](C2)NCCOC